N-[(R)-1-{(S)-2-hydroxy-2-phenylpropylamino}propan-2-yl]isoquinoline-6-sulfonamide dihydrochloride Cl.Cl.O[C@@](CNC[C@@H](C)NS(=O)(=O)C=1C=C2C=CN=CC2=CC1)(C)C1=CC=CC=C1